C(C)OC1=CC2=C(NC(=N2)C2=C(C=3C(NC2=O)=CN(N3)C)N[C@@H](C)C3=NC=CC=N3)C=C1OCC (S)-6-(5,6-diethoxy-1H-benzo[d]imidazol-2-yl)-2-methyl-7-((1-(pyrimidin-2-yl)ethyl)amino)-2,4-dihydro-5H-pyrazolo[4,3-b]pyridin-5-one